OC(C(=O)C(C(=O)N)(C)O)C 2-hydroxypropionyl-hydroxypropionamide